potassium ((6-oxa-1-azaspiro[3.3]heptan-1-yl)methyl)trifluoroborate N1(CCC12COC2)C[B-](F)(F)F.[K+]